1-taurinomethyl-4-thiopseudouridine C(NCCS(=O)(=O)O)N1C=C([C@H]2[C@H](O)[C@H](O)[C@@H](CO)O2)C(NC1=O)=S